C(C([2H])([2H])[2H])(N)([2H])[2H] N-ethyl-d5-amine